N1(CCOCC1)C1=NC(=NC(=N1)C=1SC(=CC1)CN1CCOCC1)C1=CC=C(C=C1)NC(=O)NC=1N=NNN1 1-(4-(4-morpholinyl-6-(5-(morpholinylmethyl)thiophen-2-yl)-1,3,5-triazin-2-yl)phenyl)-3-(2H-tetrazol-5-yl)urea